C1(=CC=CC2=CC=CC=C12)C(=O)O α-naphthalenecarboxylic acid